C(C)(C)(C)C=1C=C(C=2N(C3=CC=C(C=C3C2C1)C(C)(C)C)C(=O)C12CC3CC(CC(C1)C3)C2)B2OC(C)(C)C(C)(C)O2 3,6-di-tert-butyl-9-(1-adamantanecarbonyl)-1-carbazoleboronic acid pinacol ester